N1=CC=CC2=C1N(C1=C(C=C2)C=CC=N1)CC1=NC=C(C(=O)OC)C=C1 methyl 6-((11H-dipyrido[2,3-b:3',2'-f]azepin-11-yl)methyl)nicotinate